CN1CCC2(C[C@@H]2C(=O)N[C@@H](CCCCCC(CC)=O)C=2NC(=CN2)C=2C=NC(=NC2)N2N=CC(=C2)C)CC1 (S)-6-Methyl-N-((S)-1-(5-(2-(4-methyl-1H-pyrazol-1-yl)pyrimidin-5-yl)-1H-imidazol-2-yl)-7-oxononyl)-6-azaspiro[2.5]octan-1-carboxamid